COCSC=1C=C(C=CC1)CO {3-[(methoxymethyl)thio]phenyl}methanol